O[C@@H]1C[C@H](C1)C(=O)O trans-3-hydroxycyclobutyl-formic acid